4-[[2-[2-fluoro-5-methoxy-4-[1-(trifluoromethyl)vinyl]phenyl]acetyl]amino]pyridine-2-carboxylic acid methyl ester COC(=O)C1=NC=CC(=C1)NC(CC1=C(C=C(C(=C1)OC)C(=C)C(F)(F)F)F)=O